3-(2-fluoro-5-methoxyphenyl)-1H-imidazo[4,5-b]pyridin-2(3H)-one FC1=C(C=C(C=C1)OC)N1C(NC=2C1=NC=CC2)=O